(2S)-proline methyl ester COC([C@H]1NCCC1)=O